C1(=CC(=CC=C1)C1=C(C(=NC(=C1C#N)N1CCOCC1)N)C#N)C1=CC=CC=C1 4-([1,1'-biphenyl]-3-yl)-2-amino-6-morpholinylpyridine-3,5-dinitrile